ClC=1C=C(C[Mg]Br)C=CC1 (3-chlorobenzyl)magnesium bromide